methyl 5-(2-(hydroxymethyl) cyclopropyl)-2-methoxybenzoate OCC1C(C1)C=1C=CC(=C(C(=O)OC)C1)OC